amino-1-1-piperidyl-1-cyclobutanol NC1C(CC1)(O)N1CCCCC1